2-((1R,2S)-2-amino-1-fluorocyclohexyl)-3,5-dichloro-N-(furan-2-ylmethyl)thieno[3,2-b]pyridin-7-amine hydrochloride Cl.N[C@@H]1[C@@](CCCC1)(F)C1=C(C2=NC(=CC(=C2S1)NCC=1OC=CC1)Cl)Cl